C1([C@H](O)[C@@H](O)[C@H](O)[C@H](O1)CO)C(O)[C@@]1(O)[C@H](O)[C@@H](O)[C@H](O)CO1 monoglucosyl-α-D-sorbose